3-(1-Oxo-5-(5-phenyl-2-(trifluoromethyl)-1H-imidazol-4-yl)isoindolin-2-yl)piperidine-2,6-dione O=C1N(CC2=CC(=CC=C12)C=1N=C(NC1C1=CC=CC=C1)C(F)(F)F)C1C(NC(CC1)=O)=O